C(C)[C@@]12CC[C@@H]3[C@H]4CC[C@@](C[C@H]4CC[C@H]3[C@@H]2CCC[C@@H]1C(CN1N=CC(=C1)C#N)=O)(C)O 1-(2-((1S,4aS,4bR,6aR,8R,10aS,10bR,12aS)-12a-ethyl-8-hydroxy-8-methyloctadecahydrochrysen-1-yl)-2-oxoethyl)-1H-pyrazole-4-carbonitrile